CC1=CC=C(C=C1)S(=O)(=O)OC=1C=C(C=CC1)NC(=O)NC1=CC(=C(C=C1)C)OS(=O)(=O)C1=CC=C(C)C=C1 N-[3-(p-toluenesulfonyloxy)phenyl]-N'-[3-(p-toluenesulfonyloxy)-4-methylphenyl]urea